2,6-dimethoxy-4-[5-(2-methoxy-4-pyridyl)benzimidazol-1-yl]-N-(2,2,2-trifluoroethyl)benzamide COC1=C(C(=O)NCC(F)(F)F)C(=CC(=C1)N1C=NC2=C1C=CC(=C2)C2=CC(=NC=C2)OC)OC